ClC1=C(C=CC=C1)C(=O)N1CCC2(CO2)CC1 (2-chlorophenyl)(1-oxa-6-azaspiro[2.5]oct-6-yl)methanone